FC(C1=CC=C(C=C1)C=1OC=2N=C3N(C(C2N1)=O)CCC3)(F)F 2-(4-(trifluoromethyl)phenyl)-6,7-dihydrooxazolo[5,4-D]pyrrolo[1,2-a]pyrimidin-9(5H)-one